(4,4-difluoropiperidin-1-yl)-[4-(5-methyl-4H-1,2,4-triazol-3-yl)-2-(3-prop-2-ylpyrazol-1-yl)phenyl]methanone FC1(CCN(CC1)C(=O)C1=C(C=C(C=C1)C1=NN=C(N1)C)N1N=C(C=C1)C(C)C)F